2-cyanoethyl (4-(dimethoxyphosphoryl) butyl) diisopropylphosphoramidite C(C)(C)N(P(OCCC#N)OCCCCP(=O)(OC)OC)C(C)C